N-[5-(5-bromopyrimidin-2-yl)-4-cyano-2-isopropyl-pyrazol-3-yl]-N-tert-butoxycarbonyl-carbamic acid tert-butyl ester C(C)(C)(C)OC(N(C(=O)OC(C)(C)C)C=1N(N=C(C1C#N)C1=NC=C(C=N1)Br)C(C)C)=O